COC1=CC=C(C=C1)C1=NN2C(=NC=3C=CC=CC3C2=N1)N[C@@H](C(=O)N1CCOCC1)C (2R)-2-{[2-(4-methoxyphenyl)[1,2,4]triazolo[1,5-c]quinazolin-5-yl]amino}-1-(morpholin-4-yl)propan-1-one